N-[4-({[2-(3-{[6-(1-cyano-1-methylethyl)pyridin-3-yl]amino}prop-1-yn-1-yl)-1-(2,2,2-trifluoroethyl)-1H-indol-5-yl]methyl}amino)-cyclohexyl]methanesulfonamide C(#N)C(C)(C)C1=CC=C(C=N1)NCC#CC=1N(C2=CC=C(C=C2C1)CNC1CCC(CC1)NS(=O)(=O)C)CC(F)(F)F